4-succinimidyl-oxycarbonyl-α-(2-pyridyldithio)-toluene C1(CCC(N1OC(=O)C1=CC=C(CSSC2=NC=CC=C2)C=C1)=O)=O